2-[benzyl-(2-oxopropyl)amino]acetic acid ethyl ester C(C)OC(CN(CC(C)=O)CC1=CC=CC=C1)=O